C(=O)(O)C(CCCCCCCCCCCCCC)[N+](C)(C)C 1-carboxyl-N,N,N-trimethyl-1-pentadecyl-ammonium